O=C1NC(CCC1N1C(C2=CC=CC(=C2C1)NC(=O)[C@@H]1CC[C@H](CC1)C(=O)NC1=C2CN(C(C2=CC=C1)=O)C1C(NC(CC1)=O)=O)=O)=O (Trans)-N1,N4-Bis(2-(2,6-dioxopiperidin-3-yl)-1-oxoisoindolin-4-yl)cyclohexane-1,4-dicarboxamide